CS(=O)(=O)OC1CC2(CN(C2)C(=O)OC(C)(C)C)C1 Tert-butyl 6-((methyl sulfonyl) oxy)-2-azaspiro[3.3]heptane-2-carboxylate